1-(3-chloro-5-fluorophenyl)-3-(3-fluoro-2-hydroxymethylphenyl)urea ClC=1C=C(C=C(C1)F)NC(=O)NC1=C(C(=CC=C1)F)CO